t-butyl ((1R,3S)-3-aminocyclopentyl)carbamate N[C@@H]1C[C@@H](CC1)NC(OC(C)(C)C)=O